1-(5-(2-fluoro-5-((4-oxo-3,4-dihydrophthalazin-1-yl)methyl)phenyl)-1H-benzimidazol-2-yl)-3-(oxetan-3-yl)urea FC1=C(C=C(C=C1)CC1=NNC(C2=CC=CC=C12)=O)C1=CC2=C(NC(=N2)NC(=O)NC2COC2)C=C1